[6-[5-Carboxypentyl (ethyl) amino]-1,1-dimethyl-2H-xanthene-10-ium-3-yl]-methyl-amino benzenesulfonate C1(=CC=CC=C1)S(=O)(=O)ON(C)C=1CC(C2=CC3=CC=C(C=C3[O+]=C2C1)N(CC)CCCCCC(=O)O)(C)C